5-((5-fluoro-2-methoxybenzyl)amino)-1-(tetrahydro-2H-pyran-2-yl)-1H-indazole-3-carboxylic acid FC=1C=CC(=C(CNC=2C=C3C(=NN(C3=CC2)C2OCCCC2)C(=O)O)C1)OC